(4Z)-7-bromo-4-heptenyl acetate C(C)(=O)OCCC\C=C/CCBr